NC(C)C=1SC=C(N1)C#N 2-(1-aminoethyl)thiazole-4-carbonitrile